FC(F)(F)S(=O)(=O)C(F)(F)F di(trifluoromethyl) sulfone